tert-butyl 5-[7-bromo-5-(4-cyclopropylpiperazine-1-carbonyl)-1H-indol-2-yl]-3,6-dihydro-2H-pyridine-1-carboxylate BrC=1C=C(C=C2C=C(NC12)C1=CCCN(C1)C(=O)OC(C)(C)C)C(=O)N1CCN(CC1)C1CC1